C(C1=CC=CC=C1)OC1=CC(=C(C=2CCOC21)I)CN(N2C=C(C(C=C2)=O)C(=O)OC)C(=O)OC(C)(C)C methyl 1-(((7-(benzyloxy)-4-iodo-2,3-dihydrobenzofuran-5-yl) methyl) (tert-butoxycarbonyl) amino)-4-oxo-1,4-dihydropyridine-3-carboxylate